ClC1=C(C=CC=C1)C1COCCN1C=1C=C(C(=NC1)C(=O)N[C@H](C)\C=C\S(=O)(=O)C)F 5-(3-(2-chlorophenyl)morpholino)-3-fluoro-N-((R,E)-4-(methylsulfonyl)but-3-en-2-yl)picolinamide